N1(C2(CC3=CC=CC=C13)CNC2)C(=O)OCC2=CC=CC=C2 benzyl spiro[azetidine-3,2'-indoline]-1'-carboxylate